O[C@@H](CNC(NC=1C=C2C(=C(C(=NC2=CC1)C1=CC=CC=C1)C1=CC=CC=C1)NC(=O)C1CC1)=O)CC (R)-N-(6-(3-(2-hydroxybutyl)ureido)-2,3-diphenylquinolin-4-yl)cyclopropane-carboxamide